L-alanine bisulfate S(O)(O)(=O)=O.N[C@@H](C)C(=O)O